N-arachidonylglutamine C(CCC\C=C/C\C=C/C\C=C/C\C=C/CCCCC)N[C@@H](CCC(N)=O)C(=O)O